1-[[2-(3,4-dimethoxyphenyl)ethyl]amino]-3-(3-methylphenoxy)-2-propanol hydrochloride Cl.COC=1C=C(C=CC1OC)CCNCC(COC1=CC(=CC=C1)C)O